N5-benzyl-N5-methyl-pyridine-2,5-diamine C(C1=CC=CC=C1)N(C=1C=CC(=NC1)N)C